dodecenoic acid ethyl ester C(C)OC(C=CCCCCCCCCC)=O